(2S,3R)-2-amino-N-((2-(2,6-dioxopiperidin-3-yl)-1-oxoisoindolin-5-yl)methyl)-3-hydroxybutyramide N[C@H](C(=O)NCC=1C=C2CN(C(C2=CC1)=O)C1C(NC(CC1)=O)=O)[C@@H](C)O